BrC=1N=CC(=NC1)C(C)(C)C 5-Bromo-2-tert-butyl-pyrazine